C(C)(=O)C1=C(C=C2C=C(C3(C2=C1)CCC(CC3)(C(=O)OC)N(C(C(F)(F)F)=O)C3=CC(=CC=C3)Cl)C[C@H](COCC3=CC=C(C=C3)OC)C)F methyl (1r,4R)-6'-acetyl-4-[(3-chlorophenyl)(trifluoroacetyl)amino]-5'-fluoro-2'-{(2R)-3-[(4-methoxyphenyl)methoxy]-2-methylpropyl}spiro[cyclohexane-1,1'-indene]-4-carboxylate